(1,1-dioxido-thiomorpholino)((1S,5S)-6-(3-(1,1-dioxido-thiomorpholino)phenyl)-9,9-dimethyl-3,6-diazabicyclo[3.2.2]nonan-3-yl)methanone O=S1(CCN(CC1)C(=O)N1C[C@@H]2CN([C@H](C1)C(C2)(C)C)C2=CC(=CC=C2)N2CCS(CC2)(=O)=O)=O